2-[4-[6-[5-(1-methylcyclopropoxy)-2-(2-trimethylsilylethoxymethyl)indazol-3-yl]pyrimidin-4-yl]morpholin-2-yl]ethanol CC1(CC1)OC1=CC2=C(N(N=C2C=C1)COCC[Si](C)(C)C)C1=CC(=NC=N1)N1CC(OCC1)CCO